6-[(6-aminopyrimidin-4-yl)amino]-8-chloro-spiro[2H-imidazo[1,5-a]pyridine-3,1'-cyclopentane]-1,5-dione NC1=CC(=NC=N1)NC1=CC(=C2N(C1=O)C1(CCCC1)NC2=O)Cl